NC1=NC2=CC=C(C=C2C=C1OC)C(=O)N(N(C1=NC=CC=N1)C)CC1=NC=C(C=C1)C(F)(F)F 2-amino-3-methoxy-N'-methyl-N'-(pyrimidin-2-yl)-N-((5-(trifluoromethyl)pyridin-2-yl)methyl)quinoline-6-carbohydrazide